5-[(6-phenyl-7,8-dihydronaphthalen-1-yl)oxy]pentyl prop-2-enoate C(C=C)(=O)OCCCCCOC1=CC=CC=2C=C(CCC12)C1=CC=CC=C1